3-bicyclo[2.2.1]hept-5-en-2-yl-3-hydroxy-propionic acid tert-butyl ester C(C)(C)(C)OC(CC(O)C1C2C=CC(C1)C2)=O